BrC1=C(C=CC(=C1)F)[C@@H]1C(=C(NC(=N1)C=1SC=CN1)C12C3C4C5(C(C14)C2C53)C(=O)O)C(=O)OC (2S,3S,5S,6S,7S,8S)-4-((S*)-6-(2-bromo-4-fluorophenyl)-5-(methoxycarbonyl)-2-(thiazol-2-yl)-3,6-dihydropyrimidin-4-yl)cubane-1-carboxylic Acid